6-[5-[(3S,4S)-4-amino-3-methyl-2-oxa-8-azaspiro[4.5]decan-8-yl]-6-(hydroxymethyl)pyrazine-2-yl]sulfanyl-5-chloro-3-(2-methoxyethyl)quinazolin-4-one N[C@@H]1[C@@H](OCC12CCN(CC2)C=2N=CC(=NC2CO)SC=2C(=C1C(N(C=NC1=CC2)CCOC)=O)Cl)C